[Al].[Yb].[La] lanthanum-ytterbium aluminum